Ethyl (4-fluorobenzoyl)acetate FC1=CC=C(C(=O)CC(=O)OCC)C=C1